CC1=NNC(=C1NC(=O)C1=NN(C(=CC1=O)C)C1=CC=CC=C1)C N-(3,5-dimethyl-1H-pyrazol-4-yl)-6-methyl-4-oxo-1-phenyl-1,4-dihydropyridazine-3-carboxamide